tert-butyl ((S)-6-(2-ethyl-1,3-dioxolan-2-yl)-1-(5-((1R,4S)-1,2,3,4-tetrahydro-1,4-methanonaphthalen-6-yl)-1H-imidazol-2-yl)hexyl)carbamate C(C)C1(OCCO1)CCCCC[C@@H](C=1NC(=CN1)C=1C=C2[C@H]3CC[C@@H](C2=CC1)C3)NC(OC(C)(C)C)=O